3-((3R,4S)-4-((5-(1-(2,2-difluoroethyl)-1H-benzo[d][1,2,3]triazol-6-yl)-4-(methoxy-d3)pyrrolo[2,1-f][1,2,4]triazin-2-yl)amino)-3-fluoropiperidin-1-yl)oxetan-3-carbonitrile FC(CN1N=NC2=C1C=C(C=C2)C=2C=CN1N=C(N=C(C12)OC([2H])([2H])[2H])N[C@@H]1[C@@H](CN(CC1)C1(COC1)C#N)F)F